racemic-(4-(methylthio)phenyl)(pyridin-2-yl)methanol CSC1=CC=C(C=C1)[C@@H](O)C1=NC=CC=C1 |r|